C(C1=CC=CC=C1)OP(=O)(OCC1=CC=CC=C1)Cl di-benzylchlorophosphate